C(C)OCC1(CCC(CC1)C1=C2N(N=C1CN(CCNC)C)CC(C2)(F)F)CCC(F)(F)F N1-((3-((1r,4r)-4-(ethoxymethyl)-4-(3,3,3-trifluoropropyl)cyclohexyl)-5,5-difluoro-5,6-dihydro-4H-pyrrolo[1,2-b]pyrazol-2-yl)methyl)-N1,N2-dimethylethane-1,2-diamine